2,5-ditert-octyl-hydroquinone silicon-calcium uranium [U].[Ca].[Si].C(C)(C)(CC(C)(C)C)C1=C(O)C=C(C(=C1)O)C(C)(C)CC(C)(C)C